2-(7-octenyl)arginine C(CCCCCC=C)[C@](N)(CCCNC(N)=N)C(=O)O